CC1(C2=CC=CC=C2C=2C=CC(=CC12)NC1=CC=2C(C3=CC=CC=C3C2C=C1)(C1=CC=CC=C1)C1=CC=CC=C1)C N-(9,9-dimethyl-9H-Fluoren-2-yl)-9,9-diphenyl-9H-fluoren-2-amine